ethyl 4-((tert-butoxycarbonyl)amino)-1-methyl-1H-pyrazolo[3,4-b]pyridine-5-carboxylate C(C)(C)(C)OC(=O)NC1=C2C(=NC=C1C(=O)OCC)N(N=C2)C